C=1N=CN2C1C(=CC=C2)C(=O)N2C[C@H]([C@@H](CC2)C2=CC=CC=C2)N2C(NCCC2)=O 1-((3S,4S)-1-(imidazo[1,5-a]pyridine-8-carbonyl)-4-phenylpiperidin-3-yl)tetrahydropyrimidin-2(1H)-one